C(C1=CC=CC=C1)OC1CC(C1)(OC)C1=CC(=NC=C1)F 4-[3-(benzyloxy)-1-methoxycyclobutyl]-2-fluoropyridine